ClC1=C(C=CC(=C1F)C1=NC=NN2C1=CC(=C2)N2CCOCC2)CN (2-chloro-3-fluoro-4-(6-morpholinopyrrolo[2,1-f][1,2,4]triazin-4-yl)phenyl)methanamine